2-(5-(((1R,4R,5R,6S)-6-fluoro-2-methyl-2-azabicyclo[2.2.1]heptan-5-yl)oxy)-1,3,4-thiadiazol-2-yl)-5-(1H-imidazol-1-yl)phenol F[C@@H]1[C@@H]([C@H]2CN([C@@H]1C2)C)OC2=NN=C(S2)C2=C(C=C(C=C2)N2C=NC=C2)O